5,12-bis-((triisopropylsilyl)ethynyl)naphthacene C(C)(C)[Si](C(C)C)(C(C)C)C#CC1=C2C=CC=CC2=C(C2=CC3=CC=CC=C3C=C12)C#C[Si](C(C)C)(C(C)C)C(C)C